5-(6-(2,6-diazaspiro[3.3]heptan-2-yl)pyridin-3-yl)-7-(1-methyl-1H-pyrazol-4-yl)imidazo[1,2-a]pyridine-3-carbonitrile C1N(CC12CNC2)C2=CC=C(C=N2)C2=CC(=CC=1N2C(=CN1)C#N)C=1C=NN(C1)C